potassium perfluoro-1-butanesulfonate FC(C(C(C(F)(F)F)(F)F)(F)F)(S(=O)(=O)[O-])F.[K+]